OC12C(C3=NC=CC=C3OC1C(C2C(=O)[O-])C2=CC=CC=C2)=O 7a-hydroxy-8-oxo-6-phenyl-5a,6,7a,8-tetrahydro-7H-cyclobuta[5,6]pyrano[3,2-b]pyridine-7-carboxylate